2-chloro-N5-methyl-N4-((1-(1-methyl-4-(trifluoromethyl)-1H-imidazol-2-yl)piperidin-4-yl)methyl)pyrimidine-4,5-diamine ClC1=NC=C(C(=N1)NCC1CCN(CC1)C=1N(C=C(N1)C(F)(F)F)C)NC